N1N=NC2=C3C1=CC=C(C3=CC=C2)N2N=CC(=C2C(F)(F)F)C(=O)NC2=CC(=NC=C2)C(F)(F)F 1-(1H-naphtho[1,8-de][1,2,3]triazin-7-yl)-5-(trifluoromethyl)-N-(2-(trifluoromethyl)pyridine-4-yl)-1H-pyrazole-4-carboxamide